((((((9H-fluoren-9-yl) methoxy) carbonyl) amino)-4-methoxy-tert-butyl-4-oxobutanoyl)-4-(tert-butoxy) pyrrolidine-2-carboxamido)-3-methylpentanoate C1=CC=CC=2C3=CC=CC=C3C(C12)COC(=O)NC(C(=O)N1C(CC(C1)OC(C)(C)C)C(=O)NC(C(=O)[O-])C(CC)C)(CC(=O)OC)C(C)(C)C